(R)-3-amino-5-(3-fluorophenyl)-6-(3-methylimidazo[1,2-a]Pyridin-6-yl)-N-((1-Methylpyrrolidin-2-yl)methyl)pyrazine-2-carboxamide NC=1C(=NC(=C(N1)C1=CC(=CC=C1)F)C=1C=CC=2N(C1)C(=CN2)C)C(=O)NC[C@@H]2N(CCC2)C